C(C)(C)[C@@H]1CCC=C(C1)CC(C=O)C 3-[(5R)-5-isopropyl-1-cyclohexen-1-yl]-2-methyl-1-propanal